n-hexacosene C=CCCCCCCCCCCCCCCCCCCCCCCCC